[Na+].C(C)(C)(C)OC(=O)NC1C[C@H](N(C(C1)C)C)C(=O)[O-] (2S)-4-((Tert-butoxycarbonyl)amino)-1,6-dimethylpiperidin-2-carboxylic acid sodium salt